FC1=CC=C(C=C1)CCOC(=O)C=1N=NNC1N (4-fluorophenyl)-4-ethoxycarbonyl-5-aminotriazole